BrC1=CC(=C(C=C1)O)N(C)C 4-bromo-2-(dimethylamino)phenol